rac-(1R,2R)-2-azidocyclopentan-1-ol N(=[N+]=[N-])[C@H]1[C@@H](CCC1)O |r|